Cl.C1(=CC=CC=C1)C[C@@H](CC[C@H](CC1=CC=CC=C1)N)N (2R,5R)-1,6-diphenyl-hexan-2,5-diamine hydrochloride